3-(4-(3-hydroxyprop-1-yn-1-yl)-3-methyl-2-oxo-2,3-dihydro-1H-benzo[d]imidazol-1-yl)piperidine-2,6-dione OCC#CC1=CC=CC=2N(C(N(C21)C)=O)C2C(NC(CC2)=O)=O